C(#N)CC1(CN(C1)C(=O)NCC(F)(F)F)N1N=C(C(=C1)C=1C2=C(N=CN1)NC=C2)O 3-(Cyanomethyl)-3-(3-hydroxy-4-(7H-pyrrolo[2,3-d]pyrimidin-4-yl)-1H-pyrazol-1-yl)-N-(2,2,2-trifluoroethyl)azetidine-1-carboxamide